(1R,3R,5R)-N-(3-(5-fluoropyrimidin-2-yl)-4-(trifluoromethyl)phenyl)-2-(pyridin-2-yl)-2-azabicyclo[3.1.0]hexane-3-carboxamide FC=1C=NC(=NC1)C=1C=C(C=CC1C(F)(F)F)NC(=O)[C@@H]1N([C@@H]2C[C@@H]2C1)C1=NC=CC=C1